NC=1NC(C(=C(N1)C1=CC=CC=C1)Br)=O 2-amino-5-bromo-4-phenyl-1H-pyrimidin-6-one